azacyclopentyl-cyclobutyl-piperidine N1(CCCC1)C1N(CCCC1)C1CCC1